CC1(CC1)CNCC=1C=CC=2N(C1)C=C(N2)CNC(=O)C=2N=C1N(C(C2)=O)C=CC=C1 N-{[6-({[(1-methylcyclopropyl)methyl]amino}methyl)imidazo[1,2-a]pyridin-2-yl]methyl}-4-oxo-4H-pyrido[1,2-a]pyrimidine-2-carboxamide